((1-(2-(4-acetylpiperazin-1-yl)-6-methyl-4-oxo-4H-chromen-8-yl)ethyl)amino)benzoic acid C(C)(=O)N1CCN(CC1)C=1OC2=C(C=C(C=C2C(C1)=O)C)C(C)NC1=C(C(=O)O)C=CC=C1